ClCC(=O)C1=CC(=C(C=C1)O)O 2-chloro-3',4'-dihydroxyacetophenone